C[Si](C)(C)N([Si](C)(C)C)[Li] [bis(trimethyl-silyl)amino]lithium